C1(CC1)N(CC1=C(C=C(C=C1)OC)OC)C(CCC)=O [cyclopropyl-[(2,4-dimethoxyphenyl)methyl]amino]butan-1-one